3'-(N-(pyridin-2-yl)acetylamino)-[1,1'-biphenyl]-2-carboxylic acid methyl ester COC(=O)C=1C(=CC=CC1)C1=CC(=CC=C1)NC(CC1=NC=CC=C1)=O